tri-octyl-phosphine C(CCCCCCC)P(CCCCCCCC)CCCCCCCC